ClC=1C=C(C=CC1F)NC(N(CC1=CN=C(C2=CC=CC=C12)OC)C(C)C)=O (S)-3-(3-chloro-4-fluorophenyl)-1-isopropyl-1-((1-methoxyisoquinolin-4-yl)methyl)urea